(1R,3aS,3bR,5aS,7S,10aS,10bS,12aR)-7-ethyl-10a,12a-dimethyl-1-((2R,5S)-6,6,6-trifluoro-5-hydroxy-5-methylhexan-2-yl)octadecahydrocyclohepta[a]cyclopenta[f]naphthalen-7-ol C(C)[C@]1(C[C@H]2[C@@]([C@H]3CC[C@]4([C@H]([C@@H]3CC2)CC[C@@H]4[C@H](C)CC[C@](C(F)(F)F)(C)O)C)(CCC1)C)O